OC1CN(C1)CC1=C(C=C(C=C1)C=1C=C(C(N(C1)C)=O)C)OC 5-[4-(3-hydroxy-azetidin-1-ylmethyl)-3-methoxy-phenyl]-1,3-dimethyl-1H-pyridin-2-one